C(=CCCCCCCC)OC1=C(C=CC=C1)S(=O)(=O)Cl nonenoxybenzenesulfonyl chloride